4-[5-(2-aminoethyl)pyridin-2-yl]-3-[[4-(3-fluorophenyl)imidazol-1-yl]methyl]benzonitrile NCCC=1C=CC(=NC1)C1=C(C=C(C#N)C=C1)CN1C=NC(=C1)C1=CC(=CC=C1)F